tert-butyl 3-(2-((tetrahydro-1H-pyrrolizin-7a(5H)-yl) methoxy)-5,6,7,8-tetrahydropyrido[3,4-d]pyrimidin-4-yl)-3,8-diazabicyclo[3.2.1]octane-8-carboxylate C1CCN2CCCC12COC=1N=C(C2=C(N1)CNCC2)N2CC1CCC(C2)N1C(=O)OC(C)(C)C